1-(4-(2-((5-(1H-pyrazol-4-yl)thiazolo[5,4-b]-pyridin-2-yl)amino)-pyridin-4-yl)piperazin-1-yl)-3-(dimethylamino)-propan-1-one N1N=CC(=C1)C1=CC=C2C(=N1)SC(=N2)NC2=NC=CC(=C2)N2CCN(CC2)C(CCN(C)C)=O